1-hexyl-3-methylimidazole bis(trifluoromethanesulfonimide) salt [N-](S(=O)(=O)C(F)(F)F)S(=O)(=O)C(F)(F)F.[N-](S(=O)(=O)C(F)(F)F)S(=O)(=O)C(F)(F)F.C(CCCCC)N1CN(C=C1)C